(S)-(2,3-dichloro-6-fluorophenyl)(1-methylcyclopentyl)methanamine ClC1=C(C(=CC=C1Cl)F)[C@@H](N)C1(CCCC1)C